C(=CC=CCCCC)C(CC=CS(=O)(=O)C1=CC=C(C)C=C1)(C=CCCCCCCCCCCCCCCCCC)O 4-[(9z,12z)-octadienyl]-1-p-toluenesulfonyl-(13z,16z)-tricosadien-4-ol